trimethyl-[3-(trimethoxysilyl)propyl]nitrogen chloride CC(CC([Si](OC)(OC)OC)(C)C)N(Cl)Cl